C(C)(C)(C)OC(=O)N1C[C@]2(CCN(C2)[C@H](C(=O)O)C(C)C)CC1 (S)-2-((R)-7-(tert-butoxycarbonyl)-2,7-diazaspiro[4.4]nonan-2-yl)-3-methylbutanoic acid